C(C=C)OC(=O)C1=CC=C(C=C1)C(=O)OCC=C p-benzenedicarboxylic acid diallyl ester